COC1=C(C=CC=C1)C1=NC(=NN1)S(=O)(=O)N 5-(2-methoxyphenyl)-1H-1,2,4-triazole-3-sulfonamide